Indolate N1C(=CC2=CC=CC=C12)C(=O)[O-]